CC1CN(CCC1C(=O)OC)C(=O)OC(C)(C)C 1-(tert-butyl) 4-methyl 3-methylpiperidine-1,4-dicarboxylate